(1s,4s)-4-(4-amino-5-chloro-1H-pyrazol-1-yl)-1-((2,2,2-trifluoroethyl)imino)hexahydro-1λ6-thiopyran 1-oxide NC=1C=NN(C1Cl)C1CCS(CC1)(=NCC(F)(F)F)=O